O=C(CCCCCC(=O)OCCCCC(CCCCCCCC)CCCCCCCC)CCCCCCCCCC 5-Octyltridecyl 7-oxoheptadecanoate